5-Bromo-3-tert-butyl-pyridazine BrC=1C=C(N=NC1)C(C)(C)C